16-hydroxy-4,6,8,10,12,14-hexamethylheptadecyloxymethyl ether OC(CC(CC(CC(CC(CC(CC(CCCOCOCOCCCC(CC(CC(CC(CC(CC(CC(C)O)C)C)C)C)C)C)C)C)C)C)C)C)C